NC1=C2C(=NC=N1)N(N=C2C2=CC=C(C=C2)OC2=CC=CC=C2)C2CCN(CC2)CC=2C=C1CN(C(C1=C(C2)F)=O)[C@@H]2C(NC(CC2)=O)=O (S)-3-(5-((4-(4-amino-3-(4-phenoxyphenyl)-1H-pyrazolo[3,4-d]pyrimidin-1-yl)piperidine-1-yl)methyl)-7-fluoro-1-oxoisoindolin-2-yl)piperidine-2,6-dione